tert-butyl (8-(2-chloroacetamido)octyl)carbamate ClCC(=O)NCCCCCCCCNC(OC(C)(C)C)=O